N-{3-[5-(1,4-dioxan-2-yl)-2H-pyrazolo[3,4-b]pyridin-2-yl]-4-fluorophenyl}azetidine O1C(COCC1)C1=CC=2C(N=C1)=NN(C2)C=2C=C(C=CC2F)N2CCC2